OC1=C(CC2C(N(C(C2)=O)CC(=O)OC(C)C)=O)C=CC(=C1)O isopropyl [3-(2,4-dihydroxybenzyl)-2,5-dioxopyrrolidin-1-yl]acetate